OC1=C(C=CC=C1)C(C(C1=C(C=CC=C1)O)C1=C(C=CC=C1)O)C1=C(C=CC=C1)O 1,1,2,2-tetrakis(hydroxyphenyl)ethane